(R)-3-((2-nitro-5-(trifluoromethyl)phenyl)amino)piperidine-1-carboxylic acid tert-butyl ester C(C)(C)(C)OC(=O)N1C[C@@H](CCC1)NC1=C(C=CC(=C1)C(F)(F)F)[N+](=O)[O-]